C1(CC1)OC1=CC=C(C(=N1)[N+](=O)[O-])\C=N\C12COC(C1)(C2)C (E)-1-(6-cyclopropoxy-2-nitropyridin-3-yl)-N-(1-methyl-2-oxabicyclo[2.1.1]hex-4-yl)methyleneamine